C(C(C)C)OC(=O)C1C(C(CCC1CC)C)C(=O)OCC(C)C Diisobutyl-3-methyl-6-ethylcyclohexan-1,2-dicarboxylat